ethyl 4-(tert-butoxycarbonylamino)-6-[2-(1-tert-butoxycarbonyl-4-piperidyl)ethynyl]pyridine-3-carboxylate C(C)(C)(C)OC(=O)NC1=C(C=NC(=C1)C#CC1CCN(CC1)C(=O)OC(C)(C)C)C(=O)OCC